ClC1=C(C(=C(C=C1OC)OC)Cl)C1=CC=CC(=N1)SC 6-(2,6-dichloro-3,5-dimethoxyphenyl)-2-methylthio-pyridine